triphenyl(methyl)-phosphonium C1(=CC=CC=C1)[P+](C)(C1=CC=CC=C1)C1=CC=CC=C1